formamidium bromide [Br-].C(=O)[NH3+]